C[C@@H]1N[C@@H](CCC1)C (2S,6R)-2,6-Dimethyl-piperidine